5,6-bis(benzyloxy)benzo[d]thiazol-2-amine C(C1=CC=CC=C1)OC=1C(=CC2=C(N=C(S2)N)C1)OCC1=CC=CC=C1